N-chloromethyl-acetamide ClCNC(C)=O